(S)-4-((2-methoxyethyl)(4-(5,6,7,8-tetrahydro-1,8-naphthyridin-2-yl)butyl)amino)-2-((7-(trifluoromethyl)quinazolin-4-yl)amino)butanoic acid COCCN(CC[C@@H](C(=O)O)NC1=NC=NC2=CC(=CC=C12)C(F)(F)F)CCCCC1=NC=2NCCCC2C=C1